CC1=C(OC2=C1C=C(C=C2)SCC2=CC=CC=C2)C(=O)O 3-methyl-5-((benzyl)sulfanyl)benzofuran-2-carboxylic acid